OC(C)C=1C=C(C=C2C(N(C=3N(C12)N=CC3C3=CC=CC=C3)C)=O)C 9-(1-hydroxyethyl)-4,7-dimethyl-3-phenylpyrazolo[1,5-a]quinazolin-5(4H)-one